4,12:6,10-dimethanoanthra[2,3-c:6,7-c']difuran-1,3,5,7,9,11(3aH,5aH,9aH,11aH)-hexaone C1(C=2C(C(O1)=O)C1=C3C(C4C5=C6C(C(OC6=O)=O)C(=C4C(C3C2C1)=O)C5)=O)=O